N1N=C(C=C1)CN1N=CC2=C(C1=O)C=NC(=C2)S(=O)(=O)C=2C=NN(C2)C 3-((1H-pyrazol-3-yl)methyl)-7-((1-methyl-1H-pyrazol-4-yl)sulfonyl)pyrido[3,4-d]pyridazin-4(3H)-one